(4-aminoimidazo[1,5-a]quinoxalin-8-yl)((2R,4R)-2-(benzo[d]thiazol-5-yl)-4-methylpiperidin-1-yl)methanone NC=1C=2N(C3=CC(=CC=C3N1)C(=O)N1[C@H](C[C@@H](CC1)C)C=1C=CC3=C(N=CS3)C1)C=NC2